NC(CCOC1=CC=C2C=C(C(=C(C2=C1)F)N1CC(NS1(=O)=O)=O)O)(C)C 5-[7-(3-amino-3-methylbutoxy)-1-fluoro-3-hydroxynaphthalen-2-yl]-1λ6,2,5-thiadiazolidine-1,1,3-trione